CC1=CC(=NC(=N1)OC1CC(C1)C)N1CC2(C=3C=NC(=CC31)NC(C)=O)CC2 N-(1'-(6-methyl-2-((1s,3s)-3-methylcyclobutoxy)pyrimidin-4-yl)-1',2'-dihydrospiro[cyclopropane-1,3'-pyrrolo[3,2-c]pyridin]-6'-yl)acetamide